C(C=C)(=O)N1[C@H](CN(CC1)C1=NC(=NC=2C[C@@]3(CCC12)CC1=CC=CC(=C1CC3)F)OC[C@H]3N(CCC3)C)CC#N 2-((S)-1-acryloyl-4-((R)-5-fluoro-2'-(((S)-1-methylpyrrolidin-2-yl)methoxy)-3,4,5',8'-tetrahydro-1H,6'H-spiro[naphthalene-2,7'-quinazolin]-4'-yl)piperazin-2-yl)acetonitrile